COC=1C=C2C(=CN=C(C2=CC1)NC1=CC=C(C=C1)OC(F)(F)F)C 6-methoxy-4-methyl-N-(4-(trifluoromethoxy)phenyl)isoquinolin-1-amine